4,5-dichloro-thieno[2,3-d]pyrimidine ClC=1C2=C(N=CN1)SC=C2Cl